O=C1C(=C(C=NN1)N[C@@H]1C[C@@H](CCC1)CN1C(C2=CC=CC=C2C=C1)=O)C(F)(F)F 2-[[(1R,3S)-3-[[6-oxo-5-(trifluoromethyl)-1H-pyridazin-4-yl]amino]cyclohexyl]methyl]isoquinolin-1-one